tert-butyl (3-(4-(3-aminopropoxy)butoxy)propyl)carbamate NCCCOCCCCOCCCNC(OC(C)(C)C)=O